methylene-phenothiazine C=S1C=2C=CC=CC2NC2=CC=CC=C12